O=C1N(C2=CC=CC=C2C(N1CC1=CC(=CC=C1)C(F)(F)F)=O)CC1=CC=C(C(=O)NO)C=C1 4-((2,4-dioxo-3-(3-(trifluoromethyl)benzyl)-3,4-dihydroquinazolin-1(2H)-yl)methyl)-N-hydroxybenzamide